CC1=C(C=C(S1)C(=O)NC1=CC(=CC=C1)NS(=O)(=O)C)C1=CC=CC=C1 5-methyl-N-(3-(methylsulfonamido)phenyl)-4-phenylthiophene-2-carboxamide